ClC=1C2=C(N=CN1)N(C(=C2)C2=CC=C(C=N2)C2(CN(C2)C(=O)OC(C)(C)C)O)COCC[Si](C)(C)C tert-butyl 3-(6-(4-chloro-7-((2-(trimethylsilyl) ethoxy) methyl)-7H-pyrrolo[2,3-d]pyrimidin-6-yl) pyridin-3-yl)-3-hydroxyazetidine-1-carboxylate